2-fluoro-6-methyl-5-[8-(morpholin-4-yl)imidazo[1,2-a]pyridin-6-yl]pyridin-3-amine FC1=NC(=C(C=C1N)C=1C=C(C=2N(C1)C=CN2)N2CCOCC2)C